3-((tert-butylamino)methylene)-2-(4-hydroxyphenyl)chroman-4-one butyl-2-(4-amino-6-bromo-7-fluoro-9H-pyrimido[4,5-b]indol-9-yl)acetate C(CCC)OC(CN1C2=C(C3=CC(=C(C=C13)F)Br)C(=NC=N2)N)=O.C(C)(C)(C)NC=C2C(OC1=CC=CC=C1C2=O)C2=CC=C(C=C2)O